NC=1C2=C(N=CN1)N(C(=C2C2=C(C=CC=C2)OC)C#CC2CN(C2)[C@@H]2[C@@H](CN(CC2)C(C=C)=O)O)C 1-((3R,4S)-4-(3-((4-amino-5-(2-methoxyphenyl)-7-methyl-7H-pyrrolo[2,3-d]pyrimidin-6-yl)ethynyl)azetidin-1-yl)-3-hydroxypiperidin-1-yl)prop-2-en-1-one